N-(prop-2-yl)cyclohexylamine CC(C)NC1CCCCC1